[Si].[Ti].[N] nitrogen titanium-silicon